5-(5-{(1S)-1-[3-(methylsulfonyl)-5-(trifluoromethoxy)benzamido]ethyl}-1H-1,2,4-triazol-1-yl)pyrazine-2-carboxylic acid CS(=O)(=O)C=1C=C(C(=O)N[C@@H](C)C2=NC=NN2C=2N=CC(=NC2)C(=O)O)C=C(C1)OC(F)(F)F